2-iodooxazole IC=1OC=CN1